N-(3-amino-3-methylcyclobutyl)-4-[2-chloro-4-[[5-[1-cyclopropyl-3-(trifluoromethyl)pyrazol-4-yl]-1-methylimidazole-2-carbonyl]amino]benzoyl]piperazine-1-carboxamide NC1(CC(C1)NC(=O)N1CCN(CC1)C(C1=C(C=C(C=C1)NC(=O)C=1N(C(=CN1)C=1C(=NN(C1)C1CC1)C(F)(F)F)C)Cl)=O)C